COC=1C(=CC=2C(=NN(N2)C)C1)N=C(C1=CC=CC=C1)C1=CC=CC=C1 N-(6-methoxy-2-methyl-2H-benzo[d][1,2,3]triazol-5-yl)-1,1-diphenylmethanimine